C(CCCCCCCCC)C1CCC(O1)=O 5-decyldihydrofuran-2(3H)-one